C(C)(C)(C)OC(=O)N1CC(C1)C[N+](C)(CCCC(=O)O)CC(=O)OC(C)(C)C (1-Tert-butoxycarbonylazetidin-3-yl)methyl-(2-tert-butoxy-2-oxo-ethyl)-(3-carboxypropyl)-methyl-ammonium